(1S,3R)-1-(5-Bromopyridin-2-yl)-3,5-dimethyl-2-(2,2,2-trifluoroethyl)-1,2,3,4-tetrahydroisoquinolin-6-amine BrC=1C=CC(=NC1)[C@H]1N([C@@H](CC2=C(C(=CC=C12)N)C)C)CC(F)(F)F